COC=1C=C(C=C(C1)OC)C(=C)C1=NNC=C1 3-(1-(3,5-dimethoxyphenyl)vinyl)-1H-pyrazole